1-(4-chlorobutyl)-1-methyl-7-methoxy-2-tetralone ClCCCCC1(C(CCC2=CC=C(C=C12)OC)=O)C